(s)-4-(5-(3-fluoropyrrolidine-1-carbonyl)-1H-pyrrolo[2,3-b]pyridin-1-yl)benzonitrile F[C@@H]1CN(CC1)C(=O)C=1C=C2C(=NC1)N(C=C2)C2=CC=C(C#N)C=C2